methyl (((5'-methyl-4-pentyl-6-(((phenoxy(methoxy)phosphoryl)oxy)methoxy)-2'-(prop-1-en-2-yl)-[1,1'-biphenyl]-2-yl)oxy)methyl) phenyl phosphate P(=O)(OC)(OCOC1=C(C(=CC(=C1)CCCCC)OCOP(=O)(OC)OC1=CC=CC=C1)C1=C(C=CC(=C1)C)C(=C)C)OC1=CC=CC=C1